tert-butyl 8-(3,6-dichloro-5-fluoro-4-methyl-2,7-naphthyridin-1-yl)-6-fluoro-3,8-diazabicyclo[3.2.1]octane-3-carboxylate ClC=1N=C(C2=CN=C(C(=C2C1C)F)Cl)N1C2CN(CC1C(C2)F)C(=O)OC(C)(C)C